7-(piperazin-1-yl)-2-(4-(1-((4-(trifluoromethyl)pyridin-2-yl)amino)ethyl)phenyl)-9,10-dihydro-4H-benzo[d]pyrazolo[1,5-a][1,3]diazepine-3-carboxamide N1(CCNCC1)C1=CC2=C(NC=3N(CC2)N=C(C3C(=O)N)C3=CC=C(C=C3)C(C)NC3=NC=CC(=C3)C(F)(F)F)C=C1